5-(4-hydroxyphenyl)imidazole OC1=CC=C(C=C1)C1=CN=CN1